BrC1=CN(C=2N=CN=C(C21)NCC2=C(C=C(C=C2)OC)OC)C2CC(C(O2)CO)O 5-(5-bromo-4-((2,4-dimethoxybenzyl)amino)-7H-pyrrolo[2,3-d]pyrimidin-7-yl)-2-(hydroxymethyl)tetrahydrofuran-3-ol